COC1=CC=C(CC=2C(=NC=CN2)N)C=C1 (4-methoxybenzyl)pyrazin-2-amine